3-(4-(2-(5-methylfuran-2-yl)-6-(benzenesulfonyl)imidazo[4,5-d]pyrrolo[2,3-b]pyridine-1(6H)-yl)-1H-pyrazol-1-yl)propionitrile CC1=CC=C(O1)C1=NC=2C(=C3C(=NC2)N(C=C3)S(=O)(=O)C3=CC=CC=C3)N1C=1C=NN(C1)CCC#N